FC(CC(=O)O)(C1=C(C=C(C(=C1)F)F)F)F β,β,2,4,5-pentafluoro-benzenepropanoic acid